4-(((1S,3R)-3-hydroxycyclohexyl)amino)nicotinamide O[C@H]1C[C@H](CCC1)NC1=CC=NC=C1C(=O)N